C1(CCCC1)N1C(N(C=2C=NC(=CC21)N(C(OC(C)(C)C)=O)C2=C(C=C(C=C2)O)C)C)=O tert-Butyl (1-cyclopentyl-3-methyl-2-oxo-2,3-dihydro-1H-imidazo[4,5-c]pyridin-6-yl)(4-hydroxy-2-methylphenyl)carbamate